CNNC(=S)N N-methyl-thiosemicarbazide